2-[1,1'-biphenyl]-4-yl-4-(3-bromophenyl)-6-phenyl-1,3,5-triazine C1(=CC=C(C=C1)C1=NC(=NC(=N1)C1=CC(=CC=C1)Br)C1=CC=CC=C1)C1=CC=CC=C1